C(CC(C)C)C(=CCCCC)CCC(C)C 6-isoamyl-9-methyl-5-decene